(2-(2,6-dioxopiperidin-3-yl)-3-oxoisoindolin-5-yl)methyl (5-(tert-butyl)pyridin-2-yl)carbamate C(C)(C)(C)C=1C=CC(=NC1)NC(OCC=1C=C2C(N(CC2=CC1)C1C(NC(CC1)=O)=O)=O)=O